(N-[4-amino-5-[4-[2-oxo-2-(3-pyridylmethylamino)ethoxy]benzoyl]thiazol-2-yl]-4-fluoro-anilino)propanamide NC=1N=C(SC1C(C1=CC=C(C=C1)OCC(NCC=1C=NC=CC1)=O)=O)N(C1=CC=C(C=C1)F)C(C(=O)N)C